Tert-butyl (S)-4-(6-((4-cyano-2-fluorobenzyl)oxy)pyridin-2-yl)-3-methylpiperazin-1-carboxylate C(#N)C1=CC(=C(COC2=CC=CC(=N2)N2[C@H](CN(CC2)C(=O)OC(C)(C)C)C)C=C1)F